trans-2-amino-1,2-dihydro-1-naphthol hydrochloride Cl.N[C@H]1[C@@H](C2=CC=CC=C2C=C1)O